ClC1=C(C=NC(=C1)Cl)S(=O)(=O)Cl 4,6-dichloropyridine-3-sulfonyl chloride